5-amino-4-(methylamino)-2H-spiro[benzofuran-3,4'-piperidine]-1'-carboxylic acid tert-butyl ester C(C)(C)(C)OC(=O)N1CCC2(CC1)COC1=C2C(=C(C=C1)N)NC